The molecule is an acyl-CoA oxoanion arising from deprotonation of the phosphate, diphosphate and sulfinic acid functions of 3-sulfinopropionyl-CoA. It is the major microspecies at pH 7.3 (according to Marvin v 6.2.0.). It is a conjugate base of a 3-sulfinopropionyl-CoA. CC(C)(COP(=O)([O-])OP(=O)([O-])OC[C@@H]1[C@H]([C@H]([C@@H](O1)N2C=NC3=C(N=CN=C32)N)O)OP(=O)([O-])[O-])[C@H](C(=O)NCCC(=O)NCCSC(=O)CCS(=O)[O-])O